ClC1=CC=CC2=C1N(C=N2)CCC[C@H]2NCCC[C@@H]2O (2R,3S)-2-(3-(7-chloro-1H-benzo[d]imidazol-1-yl)propyl)piperidin-3-ol